ClC1=CC=C2C(=CC(=C(C2=C1)N)I)I 7-chloro-2,4-diiodonaphthalen-1-amine